N-benzyl-1-((1s,4s)-4-methoxycyclohexyl)methanamine C(C1=CC=CC=C1)NCC1CCC(CC1)OC